OCCNC(C1=CC=CC=C1)=O N-(2-hydroxyethyl)benzamide